(S)-3-(((6-(2,6-dimethylphenyl)-1,2,3,4-tetrahydroisoquinolin-1-yl)methyl)amino)isonicotinic acid CC1=C(C(=CC=C1)C)C=1C=C2CCN[C@@H](C2=CC1)CNC1=C(C(=O)O)C=CN=C1